3-(9-phenanthryl)biphenyl C1=CC=CC=2C3=CC=CC=C3C(=CC12)C=1C=C(C=CC1)C1=CC=CC=C1